N-(2,2,2-trifluoroethyl)pyrrole-3-carboxamide hydrochloride Cl.FC(CNC(=O)C1=CNC=C1)(F)F